C(C)(C)(C)OC(C(CC=1C=NC=CC1)N)=O 2-Amino-3-(pyridin-3-yl)propionic acid tert-butyl ester